C=CC=CCCCCCCCCCCCC Hexadecadien